10,10-bis[4-(3,4-dicarboxyphenoxy)phenyl]-9(10H)-anthrone C(=O)(O)C=1C=C(OC2=CC=C(C=C2)C2(C=3C=CC=CC3C(C3=CC=CC=C23)=O)C2=CC=C(C=C2)OC2=CC(=C(C=C2)C(=O)O)C(=O)O)C=CC1C(=O)O